2,2,6,6-tetra(2-cyanoethyl)cyclohexanone C(#N)CCC1(C(C(CCC1)(CCC#N)CCC#N)=O)CCC#N